{2-[(2-methoxyethyl)amino]pyrimidin-5-yl}methanone COCCNC1=NC=C(C=N1)C=O